2-benzyl-2-(((2R,3S,4R,5R)-5-(2-chloro-6-((2-methoxyethyl)-(methyl)amino)-9H-purin-9-yl)-3-ethynyl-3,4-dihydroxytetrahydrofuran-2-yl)methoxy)malonic acid C(C1=CC=CC=C1)C(C(=O)O)(C(=O)O)OC[C@H]1O[C@H]([C@@H]([C@@]1(O)C#C)O)N1C2=NC(=NC(=C2N=C1)N(C)CCOC)Cl